(R)-1-(3-(hydroxymethyl)pyrrolidin-1-yl)ethan-1-one OC[C@H]1CN(CC1)C(C)=O